1-(benzo[d]oxazol-6-yl)-3-(4-fluorophenyl)urea O1C=NC2=C1C=C(C=C2)NC(=O)NC2=CC=C(C=C2)F